5-fluoro-N-{1-[(4-methoxyphenyl)methyl]-4-(2-methylpropyl)pyrazol-3-yl}-2-methylpyridine-4-carboxamide FC=1C(=CC(=NC1)C)C(=O)NC1=NN(C=C1CC(C)C)CC1=CC=C(C=C1)OC